(trifluoromethanesulfonyl)-1H-indazole FC(S(=O)(=O)N1N=CC2=CC=CC=C12)(F)F